1,3-dimethyl-2-nitrobenzoic acid CC1(C(=O)O)C(C(=CC=C1)C)[N+](=O)[O-]